N1=C(N=CC=C1)[C@@H](C)N[C@@H]1CCC2=CC(=CC=C12)C(F)(F)F (R)-N-((R)-1-(pyrimidin-2-yl)ethyl)-5-(trifluoromethyl)-2,3-dihydro-1H-inden-1-amine